(S)-2-amino-1-(4-nitrophenyl)-1,3-propanediol NC([C@@H](O)C1=CC=C(C=C1)[N+](=O)[O-])CO